tert-butyl N-[3-methyl-5-[[2-(5-methyl-2-phenyl-1-piperidyl)-2-oxo-acetyl]amino]-2-pyridyl]carbamate CC=1C(=NC=C(C1)NC(C(=O)N1C(CCC(C1)C)C1=CC=CC=C1)=O)NC(OC(C)(C)C)=O